4-butylbenzoic acid [4-(2-ethyl) phenylimino-2-pentyl] ester CCC1=CC=C(C=C1)N=CCCC(C)OC(C1=CC=C(C=C1)CCCC)=O